C1(CC1)C(=O)NC=1C=C(C(=O)NCCOC2=CC3=CC=C(C=C3C=C2)OCC(F)(F)F)C=CN1 2-(cyclopropanecarboxamido)-N-(2-((6-(2,2,2-trifluoroethoxy)naphthalen-2-yl)oxy)ethyl)isonicotinamide